(-)-[(3R)-4-(4-chlorobenzyl)-7-fluoro-5-(methylsulfonyl)-1,2,3,4-tetrahydrocyclopenta[b]indol-3-yl]acetic acid ClC1=CC=C(CN2C3=C(C=4C=C(C=C(C24)S(=O)(=O)C)F)CC[C@@H]3CC(=O)O)C=C1